5-methyl-3-(N-(piperidin-4-ylmethyl)acetamido)thiophene-2-carboxylic acid methyl ester COC(=O)C=1SC(=CC1N(C(C)=O)CC1CCNCC1)C